Methyl cis-15-tetracosenoate C(CCCCCCCCCCCCC\C=C/CCCCCCCC)(=O)OC